C(C)C1=CC=C(C(=N1)C)C=1C=C(C=C2C=C(NC12)C1=CCCN(C1)C(=O)OC(C)(C)C)C(=O)N1CCN(CC1)C1=NC=C(C=C1OC)F tert-butyl 5-[7-(6-ethyl-2-methyl-3-pyridyl)-5-[4-(5-fluoro-3-methoxy-2-pyridyl)piperazine-1-carbonyl]-1H-indol-2-yl]-3,6-dihydro-2H-pyridine-1-carboxylate